(3-bromo-5-chloro-1-(difluoromethyl)-1H-pyrrolo[3,2-b]pyridin-7-yl)(thiophen-2-ylmethyl)carbamic acid tert-butyl ester C(C)(C)(C)OC(N(CC=1SC=CC1)C1=C2C(=NC(=C1)Cl)C(=CN2C(F)F)Br)=O